oxo-2-phenyl-2-azadispiro[4.1.47.35]tetradec-13-ene-13-carbonitrile O=C1N(CCC12CC1(CCCC1)CC(=C2)C#N)C2=CC=CC=C2